5-(4-benzhydryl-3,5-dimethylpiperazin-1-yl)-2-(2,6-dioxopiperidin-3-yl)-6-fluoroisoindoline-1,3-dione C(C1=CC=CC=C1)(C1=CC=CC=C1)N1C(CN(CC1C)C=1C=C2C(N(C(C2=CC1F)=O)C1C(NC(CC1)=O)=O)=O)C